C1CC(=C(N2[C@H]1[C@@H](C2=O)NC(=O)[C@@H](C3=CC=CC=C3)N)C(=O)O)Cl The molecule is a synthetic "carba" analogue of cefaclor, with carbon replacing sulfur at position 1. Used to treat a wide range of infections caused by both gram-positive and gram-negative bacteria. It has a role as an antibacterial drug and an antimicrobial agent. It is a conjugate acid of a loracarbef anion. It is a tautomer of a loracarbef zwitterion.